3-(4-amino-2-(methylsulfinylmethyl) phenyl)-2,5-dihydro-1H-pyrrole-1-carboxylate NC1=CC(=C(C=C1)C=1CN(CC1)C(=O)[O-])CS(=O)C